CC(C)(C1=CC(=C(C(=C1)Br)OCC1OC1)Br)C1=CC(=C(C(=C1)Br)OCC1OC1)Br [(1-methylethylidene)-bis-[(2,6-dibromo-4,1-phenylene)-oxymethylene]]-bisoxirane